N[C@](CO)(CC(C)C)C (2S)-2-amino-2,4-dimethyl-pentan-1-ol